N(C1=CC=CC=C1)C1=NC=C(C(=N1)NCC=1C(=CC(=NC1)C)N(S(=O)(=O)C)C)C(F)(F)F N-[5-({[2-anilino-5-(trifluoromethyl)pyrimidin-4-yl]amino}methyl)-2-methylpyridin-4-yl]-N-methylmethanesulfonamide